COC(=O)C1=NC=CN=C1C1=C(C(=CC=C1)Cl)Cl 3-(2,3-dichlorophenyl)pyrazine-2-carboxylic acid methyl ester